4-chloro-2-(pyrazol-1-yl)pyridine ClC1=CC(=NC=C1)N1N=CC=C1